CN(CCOC(=O)N[C@@H](CCC(=O)OCCCCCCCC\C=C/C\C=C/CCCCC)C(=O)OCCCCCCCC\C=C/C\C=C/CCCCC)C Di((9Z,12Z)-octadeca-9,12-dien-1-yl) ((2-(dimethylamino)ethoxy)carbonyl)-L-glutamate